C(=O)C1=NNC2=C(C=C1)C=CC=C2 formylbenzodiazepine